NC(CCC(=O)N1CCC(CC1)C1=NN(C=2C=CC=C(C12)C1=CC=C2C=NN(C2=C1F)C)CC(=O)NCC(=O)NCC(=O)OC)=O methyl (2-(3-(1-(4-amino-4-oxobutanoyl)piperidin-4-yl)-7'-fluoro-1'-methyl-1H,1'H-[4,6'-biindazol]-1-yl)acetyl)glycylglycinate